2-[(2-Ethylpyridin-3-yl)(methyl)amino]-5H,6H,7H-pyrrolo[3,4-d]pyrimidine-6-carboxylic acid tert-butyl ester C(C)(C)(C)OC(=O)N1CC=2N=C(N=CC2C1)N(C)C=1C(=NC=CC1)CC